NC1=NC=CC(=C1F)CC=1C(=C(C(=C(C(=O)OC)C1)NC1=C(C=C(C=C1)C1CC1)F)F)F methyl 5-((2-amino-3-fluoropyridin-4-yl)methyl)-2-((4-cyclopropyl-2-fluorophenyl)amino)-3,4-difluorobenzoate